5-(but-3-en-1-yloxy)pyrazine-2-carboxylic acid C(CC=C)OC=1N=CC(=NC1)C(=O)O